COC=1C=C(C=CC1OC)NC1=NC=CC2=C(C(=CC=C12)C)[N+](=O)[O-] N-(3,4-dimethoxyphenyl)-6-methyl-5-nitroisoquinolin-1-amine